CC=1C=C(C=CC1C)N1N=C(C(N(C1=O)CC1=CC(=CC=C1)F)=O)C#N 2-(3,4-dimethylphenyl)-4-(3-fluorobenzyl)-3,5-dioxo-2,3,4,5-tetrahydro-1,2,4-triazine-6-carbonitrile